N-(5-cyano-4-((2-(4-methylpiperazin-1-yl)ethyl)amino)pyridin-2-yl)-5-formyl-1-methyl-1H-pyrrolo[3,2-b]pyridine-3-carboxamide C(#N)C=1C(=CC(=NC1)NC(=O)C1=CN(C=2C1=NC(=CC2)C=O)C)NCCN2CCN(CC2)C